tert-butyl ((2R,3S)-2,5-dimethyl-4-oxo-2,3,4,5-tetrahydropyrido[3,2-b][1,4]oxazepin-3-yl)carbamate C[C@@H]1[C@@H](C(N(C2=C(O1)C=CC=N2)C)=O)NC(OC(C)(C)C)=O